(2S,4R)-2-((3-bromo-4-fluorophenyl)carbamoyl)-4-fluoropyrrolidine-1-carboxylic acid tert-butyl ester C(C)(C)(C)OC(=O)N1[C@@H](C[C@H](C1)F)C(NC1=CC(=C(C=C1)F)Br)=O